FC1=CC(=C(O/C(/C(=O)O)=C\C(=O)O)C=C1)OC 2-(4-fluoro-2-methoxyphenoxy)fumaric acid